C(#N)C1(CC1)CN1C[C@@H]2[C@H](C1)CC(C2)NC=2N=NC(=CC2C#N)C2=CC1=CN(N=C1C=C2)C 3-(((3aR,5s,6aS)-2-((1-cyano-cyclopropyl)methyl)octahydro-cyclopenta[c]pyrrol-5-yl)amino)-6-(2-methyl-2H-indazol-5-yl)pyridazine-4-carbonitrile